3-amino-7-(4-methyl-6-propionylpyridin-3-yl)isoquinoline-6-carbonitrile NC=1N=CC2=CC(=C(C=C2C1)C#N)C=1C=NC(=CC1C)C(CC)=O